FC1=C(C=CC(=C1)CC1CN(C1)CCCF)C1=CCCCC2=C1C=CC(=C2)C(=O)OC Methyl 9-(2-fluoro-4-((1-(3-fluoropropyl)azetidin-3-yl)methyl)phenyl)-6,7-dihydro-5H-benzo[7]annulene-3-carboxylate